COC1=NC=CC=C1NC1=C(C(=O)N)C(=CC=N1)NC1=C(C=CC=C1)N(S(=O)(=O)C)C ((2-methoxypyridin-3-yl)amino)-4-((2-(N-methylmethanesulfonamido)phenyl)amino)nicotinamide